8-(3-fluorophenyl)-N2-(6-(piperazin-1-yl)pyridin-3-yl)quinazoline-2,4-diamine FC=1C=C(C=CC1)C=1C=CC=C2C(=NC(=NC12)NC=1C=NC(=CC1)N1CCNCC1)N